OCC1CCC(CC1)N1N=CC(=C1)C1=C2C(=NN(C2=CC=C1)C1C(NC(CC1)=O)=O)C 3-(4-(1-((1r,4r)-4-(hydroxymethyl)cyclohexyl)-1H-pyrazol-4-yl)-3-methyl-1H-indazol-1-yl)piperidine-2,6-dione